CC=1N=C2N(N=C(C=C2C(F)(F)F)C=2N=C3N(C(C2)=O)N=C(S3)C3CCNCC3)C1 7-[2-methyl-8-(trifluoromethyl)imidazo[1,2-b]pyridazin-6-yl]-2-(4-piperidyl)-[1,3,4]thiadiazolo[3,2-a]pyrimidin-5-one